CN(S(=O)(=O)C1=C(C=CC=C1)NC=1N=C(N=NC1C(=O)N)NC1=C(C=C2CCN(CC2=C1)C(C)C)OC)C ((2-(N,N-Dimethylsulfamoyl)phenyl)amino)-3-((2-isopropyl-6-methoxy-1,2,3,4-tetrahydroisoquinolin-7-yl)amino)-1,2,4-triazine-6-carboxamide